C1(CCCCC1)[C@H]1C(N[C@H](C(N[C@H](C(NCC(O[C@@H]([C@H](C(N([C@H](C(N1)=O)CCC)C)=O)C)CCCCCC)=O)=O)[C@H](C)O)=O)CO)=O (6S,9S,12S,15S,18R,19R)-12-cyclohexyl-19-hexyl-9-(hydroxymethyl)-16,18-dimethyl-15-propyl-6-[(1S)-1-hydroxyethyl]-1-oxa-4,7,10,13,16-pentazacyclononadecane-2,5,8,11,14,17-hexone